O=C1N(N=C(C=C1C(=O)NC(C(F)(F)F)C(C)(C)O)C1=CC=C(C=C1)C(F)(F)F)C=1C=NC=CC1 3-Oxo-2-(pyridin-3-yl)-N-(1,1,1-trifluoro-3-hydroxy-3-methylbutan-2-yl)-6-[4-(trifluoromethyl)phenyl]-2,3-dihydropyridazine-4-carboxamide